(S)-1-cyano-N-(1-(4-cyano-3-(trifluoromethyl)phenyl)-1H-imidazol-4-yl)pyrrolidine-3-carboxamide C(#N)N1C[C@H](CC1)C(=O)NC=1N=CN(C1)C1=CC(=C(C=C1)C#N)C(F)(F)F